(R)-N-(2-hydroxy-1-phenylethyl)-2,2-dimethylbutanamide OC[C@@H](C1=CC=CC=C1)NC(C(CC)(C)C)=O